C(C)(=O)C1=C(C2=C(N=C(N=C2)NC2=NC=C(C=C2)N2CCC(CC2)C2=CC=C(C=C2)CO)N(C1=O)C1CCCC1)C 6-acetyl-8-cyclopentyl-2-((5-(4-(4-(hydroxymethyl)phenyl)piperidin-1-yl)pyridin-2-yl)amino)-5-methylpyrido[2,3-d]pyrimidin-7(8H)-one